3-[4-(benzyloxy)-3-methoxybenzyl]-6-[(1,3-difluoropropan-2-yl)oxy]-7-fluoro-1-(tetrahydro-2H-pyran-4-yl)quinazoline-2,4(1H,3H)-dione C(C1=CC=CC=C1)OC1=C(C=C(CN2C(N(C3=CC(=C(C=C3C2=O)OC(CF)CF)F)C2CCOCC2)=O)C=C1)OC